COC=1C=C(N(C=2C=C3N=C(C=NC3=CC2)C=2C=NN(C2)C)CC#CC2=C(C=NC=C2)C#N)C=C(C1)OC 4-[3-(3,5-Dimethoxy-N-[3-(1-methylpyrazol-4-yl)quinoxalin-6-yl]anilino)prop-1-ynyl]pyridine-3-carbonitrile